FC1=C(N)C(=CC(=C1)C#CC1=CC2=CC=C(C=C2CC1)CCCCC)F 2,6-difluoro-4-((6-pentyl-3,4-dihydronaphthalen-2-yl)ethynyl)aniline